ClCN1CN=CC=C1 3-(chloromethyl)pyrimidine